5-(9-fluoro-7-hydroxy-3-isopropyl-4,5-dihydro-3H-benzo[e]indazol-8-yl)-1,2,5-thiadiazolidin-3-one 1,1-dioxide FC1=C(C(=CC2=C1C=1C=NN(C1CC2)C(C)C)O)N2CC(NS2(=O)=O)=O